CCC#CC pent-3-yn